imidosulfuric diamide S(N)(N)(=O)=N